(4-aminophenyl)(3-(5-(trifluoromethyl)pyrimidin-2-yl)-3,8-diazabicyclo[3.2.1]oct-8-yl)methanone hydrochloride Cl.NC1=CC=C(C=C1)C(=O)N1C2CN(CC1CC2)C2=NC=C(C=N2)C(F)(F)F